C(N)(OC(C1CCCCC1)C1CN(C1)C1=CC(=C(C(=C1)F)C1C(NC(CC1)=O)=O)F)=O 1-(4-(2,6-dioxopiperidin-3-yl)-3,5-difluorophenyl)azetidin-3-yl(cyclohexylmethyl) carbamate